C(C)(C)(C)OC(=O)N1C=CC2=C(C(=CC(=C12)C)CC=O)CN1[C@@H](CC2(CCCO2)CC1)C1=CC=C(C=C1)C(=O)OC 4-(((7S)-7-(4-(methoxycarbonyl)phenyl)-1-oxa-8-azaspiro[4.5]dec-8-yl)methyl)-7-Methyl-5-(2-oxoethyl)-1H-indole-1-carboxylic acid tert-butyl ester